1,2-bis(phenylimidazole-2-yl)ethanol C1(=CC=CC=C1)C=1N=C(NC1)C(CC=1NC=C(N1)C1=CC=CC=C1)O